C(C)(C)(C)S(=O)[S@](=O)N[C@H](CC)C1=CC=2N(N=C1)C=C(N2)[C@H](C2CCC(CC2)(F)F)NC(OC(C)(C)C)=O |o1:9| tert-Butyl ((S)-(7-((R*)-1-(((S)-tert-butylsulfinylsulfinyl)amino)propyl)imidazo[1,2-b]pyridazin-2-yl)(4,4-difluorocyclohexyl)methyl)carbamate